FC=1C=C(C=CC1F)[C@H](C)NC1=CC(N(C(N1)=O)CC)=O (S)-6-((1-(3,4-difluorophenyl)ethyl)amino)-3-ethylpyrimidine-2,4(1h,3h)-dione